[N+](=O)([O-])NO nitro-hydroxylamine